C(C)(C)(C)OC(=O)N1CC=CC2=CC=C(C=C12)OCCCCCl 1-tert-butyloxycarbonyl-7-(4-chloro-butyloxy)-quinoline